(Tetrahydro-2H-pyran-2-yl)-7-azaindole O1C(CCCC1)C=1NC2=NC=CC=C2C1